2,3-dimethylcyclohexane CC1CCCCC1C